3-(cyclopropylmethoxy)-6-(7,8-dimethyl-[1,2,4]triazolo[4,3-b]pyridazin-6-yl)-5,6,7,8-tetrahydro-1,6-naphthyridine C1(CC1)COC=1C=NC=2CCN(CC2C1)C=1C(=C(C=2N(N1)C=NN2)C)C